6-chloro-8-methoxy-2,3,4,5-tetrahydro-1H-pyrido[3,2-b]indole ClC1=CC(=CC=2C3=C(NC12)CCCN3)OC